(R)-Lactyl-CoA C([C@H](O)C)(=O)SCCNC(CCNC([C@@H](C(COP(OP(OC[C@@H]1[C@H]([C@H]([C@@H](O1)N1C=NC=2C(N)=NC=NC12)O)OP(=O)(O)O)(=O)O)(=O)O)(C)C)O)=O)=O